4-({1-[(7-ethyl-6-oxo-5H-1,5-naphthyridin-3-yl)methyl]azetidin-3-yl}oxy)benzonitrile C(C)C=1C(NC=2C=C(C=NC2C1)CN1CC(C1)OC1=CC=C(C#N)C=C1)=O